2-(6-((5-methyl-2-((3-methyl-1-(1-methylpiperidin-4-yl)-1H-pyrazol-4-yl)amino)thieno[2,3-d]pyrimidin-4-yl)amino)pyridin-2-yl)propan-2-ol CC1=CSC=2N=C(N=C(C21)NC2=CC=CC(=N2)C(C)(C)O)NC=2C(=NN(C2)C2CCN(CC2)C)C